isobutoxymethyldimethylchlorosilane C(C(C)C)OC[Si](Cl)(C)C